FCC=O 2-fluoroethane-1-one